C(#N)C1=C(C=C(C(=C1)OC1=C(C=C(C=C1)F)F)C=1C2=C(C(N(C1)C)=O)NC=C2)NS(=O)(=O)CC N-[2-cyano-4-(2,4-difluorophenoxy)-5-(6-methyl-7-oxo-6,7-dihydro-1H-pyrrolo[2,3-c]pyridin-4-yl)phenyl]ethanesulfonamide